methyl-amylketone ethyl-2-amino-2-methylbutanoate hydrochloride Cl.C(C)OC(C(CC)(C)N)=O.CC(=O)CCCCC